NC1=C(C(=NN1C(C(F)(F)F)C)C1=CC=C(C=C1)C(C(=O)OC)=C)C#N Methyl 2-[4-[5-amino-4-cyano-1-(1,1,1-trifluoropropan-2-yl)pyrazol-3-yl]phenyl]prop-2-enoate